6-(3-Amino-6-(1-(piperidin-4-yl)-1H-pyrazol-4-yl)pyrazin-2-yl)-2-(3-methylchinolin-7-yl)pyridazin-3(2H)-on NC=1C(=NC(=CN1)C=1C=NN(C1)C1CCNCC1)C=1C=CC(N(N1)C1=CC=C2C=C(C=NC2=C1)C)=O